FCC(C(=O)O)(C)OC 3-fluoro-2-methoxy-2-methylpropanoic acid